The molecule is a phosphorus oxoanion resulting from the removal of one proton from the phosphonic acid group of tenofovir. The major microspecies at pH 7.3. It has a role as an antiviral drug and a HIV-1 reverse transcriptase inhibitor. It is a conjugate base of a tenofovir (anhydrous). C[C@H](CN1C=NC2=C(N=CN=C21)N)OCP(=O)(O)[O-]